N-[4-(4-Chloroimidazol-1-yl)-3-fluoro-phenyl]-4-(4-fluorophenyl)-6,7-dihydro-5H-[1,2,4]triazolo[1,5-a]pyrimidin-2-amine ClC=1N=CN(C1)C1=C(C=C(C=C1)NC1=NN2C(N(CCC2)C2=CC=C(C=C2)F)=N1)F